COC=1C=C(C=CC1N1CCN(CC1)C)NC1=NC=CC(=N1)NC1=C(C=C(C=C1)C)CC#N 2-(2-(2-(3-methoxy-4-(4-methylpiperazin-1-yl)phenylamino)pyrimidin-4-ylamino)-5-methylphenyl)acetonitrile